2-(1-butyl-1H-indol-3-yl)malonic acid C(CCC)N1C=C(C2=CC=CC=C12)C(C(=O)O)C(=O)O